Racemic-3-(3-chloro-4-fluorophenyl)-1-(3-hydroxy-2,2-dimethylpropyl)-1-(1-(1-oxo-1,2-dihydroisoquinolin-4-yl)ethyl)urea ClC=1C=C(C=CC1F)NC(N([C@H](C)C1=CNC(C2=CC=CC=C12)=O)CC(CO)(C)C)=O |r|